4-(2-amino-4-methoxy-8-methylthieno[2',3':5,6]benzo[1,2-d]oxazol-7-yl)-2-methyl-4-oxobutanoic acid NC=1OC2=C(N1)C1=C(C=C2OC)SC(=C1C)C(CC(C(=O)O)C)=O